ClC1=CC2=C(S1)[C@]1(C[C@H](NCC1)C=1N=NN(C1)C)OCC2(O)[2H] (2'S,7S)-2-chloro-4-deuterio-2'-(1-methyltriazol-4-yl)spiro[5H-thieno[2,3-c]pyran-7,4'-piperidine]-4-ol